methyl 4-bromo-5-(4-((1-(3-fluoropropyl)azetidin-3-yl)methyl)phenyl)-2,3-dihydrobenzo[b]oxepine-8-carboxylate BrC1=C(C2=C(OCC1)C=C(C=C2)C(=O)OC)C2=CC=C(C=C2)CC2CN(C2)CCCF